C1CC12OC[C@H](C2)OC2=NN=C(S2)NC(=O)C=2C=NC(=CC2C2=CC(=NC=C2OC)Br)C (S)-N-(5-((4-oxaspiro(2.4)heptan-6-yl)oxy)-1,3,4-thiadiazol-2-yl)-2'-bromo-5'-methoxy-6-methyl-(4,4'-bipyridine)-3-carboxamide